ClC1=CC=C(OC2CCN(CC2)S(=O)(=O)N2[C@@H]([C@@H]3CC[C@H](C2)N3)C(=O)OCC)C=C1 (1S,2S,5R)-ethyl 3-((4-(4-chlorophenoxy)piperidin-1-yl)sulfonyl)-3,8-diazabicyclo[3.2.1]octane-2-carboxylate